4-(cyclopentylamino)-2-((2-methoxy-4-(1-methyl-1H-pyrazol-5-yl)phenyl)amino)-7H-pyrrolo[2,3-d]pyrimidine-5-carbonitrile C1(CCCC1)NC=1C2=C(N=C(N1)NC1=C(C=C(C=C1)C1=CC=NN1C)OC)NC=C2C#N